(6-(4-chlorophenyl)-8-(1-methyl-1H-pyrazol-4-yl)-[1,2,4]triazolo[1,5-a]pyrazin-2-yl)aminoethane-1-ol ClC1=CC=C(C=C1)C=1N=C(C=2N(C1)N=C(N2)NC(C)O)C=2C=NN(C2)C